4-(4-(phenylthio)-3-((4-sulfamoyl-2-((trifluoromethyl)sulfonyl)phenyl)amino)butyl)Piperazine-1-carboxylic acid tert-butyl ester C(C)(C)(C)OC(=O)N1CCN(CC1)CCC(CSC1=CC=CC=C1)NC1=C(C=C(C=C1)S(N)(=O)=O)S(=O)(=O)C(F)(F)F